The molecule is a 17alpha-hydroxy-C21-steroid that is pregn-4-ene substituted by oxo groups at positions 3 and 20 and hydroxy groups at positions 11, 17 and 21. Cortisol is a corticosteroid hormone or glucocorticoid produced by zona fasciculata of the adrenal cortex, which is a part of the adrenal gland. It is usually referred to as the "stress hormone" as it is involved in response to stress and anxiety, controlled by corticotropin-releasing hormone (CRH). It increases blood pressure and blood sugar, and reduces immune responses It has a role as an anti-inflammatory drug, an anti-allergic agent, an anti-asthmatic drug, a human metabolite, a mouse metabolite and a drug allergen. It is a 21-hydroxy steroid, an 11beta-hydroxy steroid, a 20-oxo steroid, a 3-oxo-Delta(4) steroid, a primary alpha-hydroxy ketone, a tertiary alpha-hydroxy ketone, a 17alpha-hydroxy-C21-steroid and a glucocorticoid. It derives from a hydride of a pregnane. C[C@]12CCC(=O)C=C1CC[C@@H]3[C@@H]2[C@H](C[C@]4([C@H]3CC[C@@]4(C(=O)CO)O)C)O